C(C1=CC=CC=C1)OC1=C2C(=NC=N1)N(N=C2)C2=C(C=C(C=C2)F)C#CC(C)(C)OC 4-benzyloxy-1-[4-fluoro-2-(3-methoxy-3-methyl-but-1-ynyl)phenyl]pyrazolo[3,4-d]pyrimidine